NN1C=NC=2NC(N(C2C1=O)CC#C)=O amino-7-(prop-2-yn-1-yl)-7,9-dihydro-1H-purine-6,8-dione